dimethyl pyridazine-4,5-dicarboxylate N1=NC=C(C(=C1)C(=O)OC)C(=O)OC